N1=NC=CC2=CC(=CC=C12)\C=C\1/N=C(NC1=O)N[C@@H](COC)C1=CC=CC=C1 (4Z)-4-(cinnolin-6-ylmethylene)-2-[[(1R)-2-methoxy-1-phenyl-ethyl]amino]-1H-imidazol-5-one